ClC1=C2C(=C(N(C2=C(C=C1C#N)F)C)C1=NC(=NN1)C(F)(F)F)C=1C=NNC1 chloro-7-fluoro-1-methyl-3-(1H-pyrazol-4-yl)-2-(3-(trifluoromethyl)-1H-1,2,4-triazol-5-yl)-1H-indole-5-carbonitrile